5-(6-nitroindolin-1-yl)-5-oxopentyl 4-ureidobenzoate N(C(=O)N)C1=CC=C(C(=O)OCCCCC(=O)N2CCC3=CC=C(C=C23)[N+](=O)[O-])C=C1